lithium 2-cyanophenoxide C(#N)C1=C([O-])C=CC=C1.[Li+]